COC(=O)C1=CC2=C(C3=C(N=C(N=C3Cl)CC3=CC=CC=C3)N2)N=C1 2-benzyl-4-chloro-9H-pyrido[2',3':4,5]pyrrolo[2,3-d]pyrimidine-7-carboxylic acid methyl ester